FC1=CC(=C(OC=2N=NC(=CC2C(=O)N[C@H]2CN(CCC2)C(=O)OC(C)(C)C)C(F)(F)F)C=C1)C tert-butyl (3R)-3-[[3-(4-fluoro-2-methyl-phenoxy)-6-(trifluoromethyl)pyridazine-4-carbonyl]amino]piperidine-1-carboxylate